[Si](C)(C)(C(C)(C)C)OC1CCC(CC1)CCO 2-((1r,4r)-4-((tert-butyldimethylsilyl)oxy)cyclohexyl)ethan-1-ol